N-(6-fluoro-2,7-dimethyl-2H-indazol-5-yl)-4-(4,7-diazaspiro[2.5]octan-7-yl)-2,3-dihydro-1H-pyrrolo[2,3-b]pyridine-1-carboxamide 2,2,2-trifluoroacetate FC(C(=O)O)(F)F.FC=1C(=CC2=CN(N=C2C1C)C)NC(=O)N1CCC=2C1=NC=CC2N2CCNC1(CC1)C2